FC=1C=CC(=NC1)[C@H]1[C@@H](CN(C1)CCOC)NC(N)=O 3-(trans-4-(5-fluoropyridin-2-yl)-1-(2-methoxyethyl)pyrrolidin-3-yl)urea